Potassium Diacetate C(C)(=O)[O-].C(C)(=O)[O-].[K+].[K+]